N-(4-(3-(4-hydroxyphenyl)acrylyl)phenyl)-4-methylbenzenesulfonamide OC1=CC=C(C=C1)C=CC(=O)C1=CC=C(C=C1)NS(=O)(=O)C1=CC=C(C=C1)C